BrC=1C=C2C=C(NC2=CC1Cl)OP(O)(O)=O.[Na].[Na] disodium 5-bromo-6-chloro-indolylphosphoric acid